(S)-tert-butyl 4-methyl-4-phenyl-1,2,3-oxathiazolidine-3-carboxylate 2,2-dioxide C[C@]1(N(S(OC1)(=O)=O)C(=O)OC(C)(C)C)C1=CC=CC=C1